N-(3-chloro-4-methyl-5-(pyridin-2-yl)phenyl)-6-azabicyclo[3.1.1]heptane-6-carboxamide ClC=1C=C(C=C(C1C)C1=NC=CC=C1)NC(=O)N1C2CCCC1C2